CC=1C(=NC=C(C1)C)NC=1SC=C(N1)C1=NC=CC=C1 N-(3,5-dimethylpyridin-2-yl)-4-(pyridin-2-yl)thiazol-2-amine